C(C)(C)NC(OC1CC(CC1)C1=CC(=NN1)NC=1C=CC2=C(S(CC2)(=O)=O)C1F)=O 3-(3-((7-fluoro-1,1-dioxido-2,3-dihydrobenzo[b]thiophen-6-yl)amino)-1H-pyrazol-5-yl)cyclopentyl isopropylcarbamate